(R)-7-(6-(bis(4-methoxybenzyl)amino)-4-methyl-3-(trifluoromethyl)pyridin-2-yl)-2,6-dichloro-5,8-difluoroquinazolin-4(3H)-one COC1=CC=C(CN(C2=CC(=C(C(=N2)C2=C(C(=C3C(NC(=NC3=C2F)Cl)=O)F)Cl)C(F)(F)F)C)CC2=CC=C(C=C2)OC)C=C1